gold-silver-indium [In].[Ag].[Au]